BrC1=C(C=CC=2N(C=NC21)C)Cl 4-bromo-5-chloro-1-methyl-1H-benzo[d]imidazole